NCCC(=O)N1CC2(CCN(CC2)C2=C(C(=CC=C2)Cl)C(F)(F)F)C=2C=CC(=NC2C1)C=1C(=NC=CC1)OCC 3-amino-1-[1'-[3-chloro-2-(trifluoromethyl)phenyl]-2-(2-ethoxypyridin-3-yl)spiro[6,8-dihydro-1,7-naphthyridine-5,4'-piperidine]-7-yl]propan-1-one